ClC1=CC=C(C=C1)[C@H]1[C@@H](C1)NS(=O)(=O)C1=CC=C(C=C1)OC(F)(F)F |r| rac-N-((1R,2S)-2-(4-chlorophenyl)cyclopropyl)-4-(trifluoromethoxy)benzenesulfonamide